C(C=C)(=O)N1[C@H](CN(CC1)C1=NC(=NC=2C[C@@]3(CCC12)C=C(C1=CC=CC=C13)C(F)(F)F)OC[C@H]1N(CCC1)C)CC#N 2-((S)-1-acryloyl-4-((S)-2'-(((S)-1-methylpyrrolidin-2-yl)methoxy)-3-(trifluoromethyl)-5',8'-dihydro-6'H-spiro[indene-1,7'-quinazolin]-4'-yl)piperazin-2-yl)acetonitrile